(2R)-1-[3-(dimethylamino)pyrrolidin-1-yl]-2-{[2-(1-methyl-1H-pyrazol-4-yl)-7-(trifluoromethyl)[1,2,4]triazolo[1,5-c]quinazolin-5-yl]amino}propan-1-one CN(C1CN(CC1)C([C@@H](C)NC1=NC=2C(=CC=CC2C=2N1N=C(N2)C=2C=NN(C2)C)C(F)(F)F)=O)C